1-Butyl-3-(2,6-Dimethyl-14-Octadecyldotriacontan-9-yl)-1H-Imidazol-3-ium Chlorid [Cl-].C(CCC)N1C=[N+](C=C1)C(CCC(CCCC(C)C)C)CCCCC(CCCCCCCCCCCCCCCCCC)CCCCCCCCCCCCCCCCCC